3-(cyclohex-1-en-1-yl)-6-(4-methoxyphenyl)-5-methyl-2-phenylpyrazolo[1,5-a]pyrimidin-7(4H)-one C1(=CCCCC1)C=1C(=NN2C1NC(=C(C2=O)C2=CC=C(C=C2)OC)C)C2=CC=CC=C2